OC=1C=C(C=C(C1O)O)C1=[O+]C=2C=C(C=C(C2C=C1O)O)O 2-(3,4,5-trihydroxyphenyl)chromenylium-3,5,7-triol